N-((5-(2-((6-methoxy-2-methylquinazolin-4-yl)thio)acetyl)thiophen-2-yl)methyl)-3-(pyridin-4-yl)propanamide COC=1C=C2C(=NC(=NC2=CC1)C)SCC(=O)C1=CC=C(S1)CNC(CCC1=CC=NC=C1)=O